tert-butyl (1S,2R,3R,5R)-2-fluoro-3-((3-(7-(methoxymethoxy)-2-methyl-4-oxo-4H-chromen-6-yl)-1,2,4-triazin-6-yl)(methyl)amino)-8-azabicyclo[3.2.1]octane-8-carboxylate F[C@H]1[C@@H]2CC[C@H](C[C@H]1N(C)C1=CN=C(N=N1)C=1C=C3C(C=C(OC3=CC1OCOC)C)=O)N2C(=O)OC(C)(C)C